C(C)(C)(C)OC(N[C@H](C(=O)N1CCC2(C[C@@H](OC2=O)CCN2CCN(CC2)C2=CC=C(C=C2)F)CC1)C(C)C)=O ((S)-1-((R)-3-(2-(4-(4-fluorophenyl)piperazin-1-yl)ethyl)-1-oxo-2-oxa-8-azaspiro[4.5]decan-8-yl)-3-methyl-1-oxobutan-2-yl)carbamic acid tert-butyl ester